2-(2,4-difluorophenyl)propan-2-amine FC1=C(C=CC(=C1)F)C(C)(C)N